tert-butyl 3-{[2-(4-chlorophenyl) imidazo[1,2-a]pyrimidin-3-yl] methyl}-3,8-diazabicyclo[3.2.1]octane-8-carboxylate ClC1=CC=C(C=C1)C=1N=C2N(C=CC=N2)C1CN1CC2CCC(C1)N2C(=O)OC(C)(C)C